CSCN1C=CN2N=CC(=C21)C(=O)N2CC1(C2)CC(C1)NC(=O)NC1=CC(=CC=C1)C(F)(F)F 1-(2-(1-((methylthio)methyl)-1H-imidazo[1,2-b]pyrazole-7-carbonyl)-2-azaspiro[3.3]heptan-6-yl)-3-(3-(trifluoromethyl)phenyl)urea